N-[[(2S,5S)-2-[3-(4-chlorophenyl)phenyl]-3-oxo-1,4-oxazepan-5-yl]methyl]thiazole-4-carboxamide ClC1=CC=C(C=C1)C=1C=C(C=CC1)[C@@H]1OCC[C@H](NC1=O)CNC(=O)C=1N=CSC1